CN1N=C(C=C1)CN1C[C@]2(CCN3N=C(C=C32)C=3C=C(C(=NC3)N)C(F)(F)F)CC1 |r| 5-{(rac)-1-[(1-methyl-1H-pyrazol-3-yl)methyl]-5',6'-dihydrospiro[pyrrolidine-3,4'-pyrrolo[1,2-b]pyrazol]-2'-yl}-3-(trifluoromethyl)pyridin-2-amine